CS(=O)(=O)N[C@@H]1[C@@H](N(CCC1)C(=O)OC(C)C)CC=1C=NC=C(C1)C1=CC=CC=C1 isopropyl cis-3-((methylsulfonyl)amino)-2-((5-phenylpyridin-3-yl)methyl)piperidine-1-carboxylate